IC=1SC=2NS(C=3C=CC=C(N(CCCCCCC4=CC=CC=C4C1N2)C[C@@](C(=O)O)(CCC)C)N3)(=O)=O (2S)-2-[(6-iodo-2,2-dioxo-2λ6,5-dithia-3,20,25,26-tetrazatetracyclo[19.3.1.14,7.08,13]hexacosa-1(25),4(26),6,8,10,12,21,23-octaen-20-yl)methyl]-2-methyl-pentanoic acid